tert-butyl ((1s,4s)-4-(2-(4-(4-(2,6-dioxopiperidin-3-yl)-2-fluorophenyl)piperazin-1-yl)ethyl)cyclohexyl)carbamate O=C1NC(CCC1C1=CC(=C(C=C1)N1CCN(CC1)CCC1CCC(CC1)NC(OC(C)(C)C)=O)F)=O